4-[4-(1-piperidinyl)phenyl]-1,2,4-triazoline-3,5-dione N1(CCCCC1)C1=CC=C(C=C1)N1C(N=NC1=O)=O